2-methoxy-N-[(1S)-1-[5-(2-methoxyquinolin-3-yl)-1H-imidazol-2-yl]-7-(1,3-oxazol-2-yl)-7-oxoheptyl]acetamide COCC(=O)N[C@@H](CCCCCC(=O)C=1OC=CN1)C=1NC(=CN1)C=1C(=NC2=CC=CC=C2C1)OC